Ruthenium (II) Tris(bipyridyl) N1=C(C=CC=C1)C1=NC=CC=C1.N1=C(C=CC=C1)C1=NC=CC=C1.N1=C(C=CC=C1)C1=NC=CC=C1.[Ru+2]